5-ethyl-bicyclo[2.2.1]hepta-2-ene C(C)C1C2C=CC(C1)C2